(2S,4R)-4-aminopyrrolidine N[C@@H]1CCNC1